6-cyano-5-fluoropyridin C(#N)C1=C(C=CC=N1)F